COC1=CC=C(C=C1)C1=NOC(=N1)N1CCC(CC1)C(=O)NCC1CN(CC1)CC1=CSC=C1 1-(3-(4-Methoxyphenyl)-1,2,4-oxadiazol-5-yl)-N-((1-(thiophen-3-ylmethyl)pyrrolidin-3-yl)methyl)piperidine-4-carboxamide